Cl.Cl.N1(C=NC=C1)C=1C=C(C(=O)NC2CNCC2)C=CC1 3-(1H-imidazol-1-yl)-N-(pyrrolidin-3-yl)benzamide dihydrochloride